2-methoxy-2,3-dihydro-1H-inden-5-amine COC1CC2=CC=C(C=C2C1)N